NC1=C(C(=NN1C(C)C)C1=C(C=C(C=C1)CC(=O)NC1=CC(=NO1)C12CC(C1)(C2)C)Cl)C(=O)N 5-Amino-3-[2-chloro-4-[2-[[3-(3-methyl-1-bicyclo[1.1.1]pentanyl)isoxazol-5-yl]amino]-2-oxo-ethyl]phenyl]-1-isopropyl-pyrazole-4-carboxamide